N1=CC=CC=2C1=C(N=NC2)N pyrido[2,3-d]pyridazin-8-amine